COC=1C=C2C(=NC(=NC2=CC1)C=1C=CC(=NC1)N1CCOCC1)C 4-(5-(6-methoxy-4-methylquinazolin-2-yl)pyridin-2-yl)morpholine